CC(=CCCCC=C)CC 7-methyl-1,6-nonadiene